3-pentyloctyl 9-[N-(decyloxy)-4-(dimethylamino)butanamido]-2,2-difluorononadecanoate C(CCCCCCCCC)ON(C(CCCN(C)C)=O)C(CCCCCCC(C(=O)OCCC(CCCCC)CCCCC)(F)F)CCCCCCCCCC